COC=1C=C(CC2(CC2)OC(=O)N[C@H](C(=O)N[C@H](C(=O)OC)C[C@H]2C(NCC2)=O)CC(C)C)C=CC1 methyl (S)-2-((S)-2-(((1-(3-methoxybenzyl) cyclopropoxy) carbonyl)amino)-4-methylpentanamido)-3-((S)-2-oxopyrrolidin-3-yl)propanoate